9,9-Bis(4-cyanatophenyl)fluorene tert-butyl-4-(5-bromo-4-methylpyridin-2-yl)piperazine-1-carboxylate C(C)(C)(C)OC(=O)N1CCN(CC1)C1=NC=C(C(=C1)C)Br.O(C#N)C1=CC=C(C=C1)C1(C2=CC=CC=C2C=2C=CC=CC12)C1=CC=C(C=C1)OC#N